(3-(Dimethylamino)pyrrolidin-3-yl)methanol CN(C1(CNCC1)CO)C